C(#N)[C@@H]1CN(C[C@H]1C1CC1)C(=O)[C@@H]1CC[C@H]2N1C([C@H](CCCC2)NC(=O)C2=CC1=C(S2)C=CC(=C1)C(F)(F)P(O)(O)=O)=O ((2-(((3S,6S,10aS)-3-(rel-(trans)-3-cyano-4-cyclopropyl-pyrrolidine-1-carbonyl)-5-oxodecahydropyrrolo[1,2-a]azocin-6-yl)carbamoyl)benzo[b]thiophen-5-yl)difluoromethyl)phosphonic acid